C[C@@]12CCC[C@@H](C2CC[C@@H]1[C@@H](CCC=O)C)O[Si](CC)(CC)CC (4R)-4-((1R,4S,7aR)-7a-methyl-4-((triethylsilyl)oxy)octahydro-1H-indene-1-yl)pentanal